2,4-dimethyl-triazole CN1N=CC(=N1)C